N-((1-(3-Cyanobenzyl)cyclobutyl)methyl)-1-methyl-5-oxo-4,5-dihydro-1H-1,2,4-triazole-3-carboxamide C(#N)C=1C=C(CC2(CCC2)CNC(=O)C2=NN(C(N2)=O)C)C=CC1